6-fluoro-N-(trideuteriomethyl)pyridine-2-carboxamide FC1=CC=CC(=N1)C(=O)NC([2H])([2H])[2H]